methyl (R)-2-(((benzyloxy)carbonyl)amino)-3-iodo-2-methylpropanoate C(C1=CC=CC=C1)OC(=O)N[C@](C(=O)OC)(CI)C